1,5-diaza-bicyclo(4.3.0)nona-5-ene N12CCCN=C2CCC1